OC[C@H](C)N1C(NC(=CC1=O)N[C@@H](C)C1=CC=CC=C1)=O 3-((S)-1-hydroxy-prop-2-yl)-6-(((S)-1-phenylethyl)amino)pyrimidine-2,4(1h,3h)-dione